ClC=1C=NC=C(C1[C@@H](C)OC=1C=C2C(=NN(C2=CC1)C1OCCCC1)C=1C=C(C=NC1)F)Cl 5-(5-((R)-1-(3,5-dichloropyridin-4-yl)ethoxy)-1-(tetrahydro-2H-pyran-2-yl)-1H-indazol-3-yl)-3-fluoropyridin